ClCC1=NC2=CC(=CC(=C2C(N1)=O)F)NC1CCC1 (chloromethyl)-7-(cyclobutylamino)-5-fluoroquinazolin-4(3H)-one